6-bromo-N'-(4-((tert-butyldimethylsilyl)oxy)-2-chlorophenyl)-4-chloropyrrolo-[1,2-b]pyridazine-3-carboximidamide BrC=1C=C2N(N=CC(=C2Cl)C(N)=NC2=C(C=C(C=C2)O[Si](C)(C)C(C)(C)C)Cl)C1